Fulven C1=CC=CC1=C